C1(C=CC(N1C=1C=C(C(=O)C2(C(=O)N(C(C2)=O)O)S(=O)(=O)O)C=CC1)=O)=O m-Maleimidobenzoyl-N-hydroxy-sulfosuccinimide